6-(2,2-dimethyl-3H-benzofuran-5-yl)-5-[4-[(3S)-1-(3-fluoropropyl)pyrrolidin-3-yl]oxyphenyl]-8,9-dihydro-7H-benzo[7]annulen-2-ol CC1(OC2=C(C1)C=C(C=C2)C2=C(C1=C(CCC2)C=C(C=C1)O)C1=CC=C(C=C1)O[C@@H]1CN(CC1)CCCF)C